ClC1=NC=CC(=C1)C=1C=C(C=CC1C)NC(=O)NC=1C=NC(=CC1)C(F)(F)F 1-(3-(2-chloropyridin-4-yl)-4-methylphenyl)-3-(6-(trifluoromethyl)pyridin-3-yl)urea